ClCC(C[C@@]1(NC[C@@H](C1)F)C(=O)OC)=C methyl (2S,4R)-2-(2-(chloromethyl)allyl)-4-fluoropyrrolidine-2-carboxylate